methyl 4-bromo-5-fluoro-2-nitrobenzoate BrC1=CC(=C(C(=O)OC)C=C1F)[N+](=O)[O-]